2-(Perfluorooctyl)ethyldimethylchlorosilane FC(C(C(C(C(C(C(C(F)(F)F)(F)F)(F)F)(F)F)(F)F)(F)F)(F)F)(CC[Si](Cl)(C)C)F